2-(4-{[(3R)-1-methylpiperidin-3-yl]amino}pyrido[3,4-d]pyridazin-1-yl)-5-(2H-1,2,3-triazol-2-yl)phenol CN1C[C@@H](CCC1)NC=1N=NC(=C2C1C=NC=C2)C2=C(C=C(C=C2)N2N=CC=N2)O